IC1=CN=C(C=2C=CC=NC12)N 8-iodo-1,6-naphthyridin-5-amine